(S)-2-(4-phenylisoindoline-2-carbonyl)pyrrolidine-1-carbonitrile C1(=CC=CC=C1)C1=C2CN(CC2=CC=C1)C(=O)[C@H]1N(CCC1)C#N